[Br-].C(C)(C)[PH+](C(C)C)C(C)C triisopropyl-phosphonium bromide